iso-undecane CCCCCCCCC(C)C